COC=1C=C(C=CC1OC)C(C(=O)OC)C(=O)OC Dimethyl 2-(3,4-dimethoxyphenyl)malonate